N1(C=NC2=C1C=CC=C2)C=2C=C(OC2)C=O 4-(1H-benzo[d]imidazol-1-yl)furan-2-carbaldehyde